(S)-3-((S)-6-(2-chloro-3,5-difluorophenyl)-4-((3-(trifluoromethyl)phenyl)sulfonyl)-3,4-dihydro-2H-benzo[b][1,4]oxazin-2-yl)-2-methylpropanoic acid ClC1=C(C=C(C=C1F)F)C1=CC2=C(O[C@H](CN2S(=O)(=O)C2=CC(=CC=C2)C(F)(F)F)C[C@@H](C(=O)O)C)C=C1